Cl.Cl.N[C@@H](COC(=S)N)CC1=CC=CC=C1 (R)-aminothiocarboxylic acid O-(2-amino-3-phenylpropyl) ester dihydrochloride